5-amino-1-(2-methoxyethyl)-3,3-dimethyl-2-oxoindoline-6-carboxylic acid methyl ester COC(=O)C1=C(C=C2C(C(N(C2=C1)CCOC)=O)(C)C)N